C(C)OC(=O)N1CC2(CC(C2)N2C[C@H]3C([C@H]3C2)C(=O)N2CCOCCC2)CC1 2-[(1r,5s,6r)-6-(1,4-oxaazepan-4-ylcarbonyl)-3-azabicyclo[3.1.0]hex-3-yl]-6-azaspiro[3.4]octane-6-carboxylic acid ethyl ester